5-(3-ethoxy-1-(1-methylpiperidin-4-yl)-1H-pyrazol-4-yl)-3-(6-methoxypyridin-3-yl)-1H-pyrrolo[2,3-b]pyridine C(C)OC1=NN(C=C1C=1C=C2C(=NC1)NC=C2C=2C=NC(=CC2)OC)C2CCN(CC2)C